CC(CCCC)(C1=CC=C(C=C1)NC1=CC=CC=C1)C 4-dimethylpentylphenylaniline